C(C)(=O)C1=CC=C(C=C1)NC(=O)N1CCN(CC1)C1=NC(=NC=C1)NC1=CC=C(C=C1)OCCN1CCOCC1 N-(4-acetylphenyl)-4-[2-({4-[2-(morpholin-4-yl)ethoxyl]phenyl}amino)pyrimidin-4-yl]piperazine-1-carboxamide